ClC1=CC=C(C(=O)C2=CC=C(OC(C(=O)NC3=CC(=CC=C3)C(=C(F)F)CC[C@@H](C)C3=CC4=CC=C(C=C4C=C3)OC)(C)C)C=C2)C=C1 (R)-2-(4-(4-chlorobenzoyl)phenoxy)-N-(3-(1,1-difluoro-5-(6-methoxynaphthalen-2-yl)hex-1-en-2-yl)phenyl)-2-methylpropanamide